3-benzyl-1-(4-(1-methyl-1H-pyrazol-4-yl)phenyl)-1-(trans-4-(pyridin-2-ylamino)cyclohexyl)urea C(C1=CC=CC=C1)NC(N([C@@H]1CC[C@H](CC1)NC1=NC=CC=C1)C1=CC=C(C=C1)C=1C=NN(C1)C)=O